ClC1=NC=C(C(=C1)C1=C(C=NC(=C1)C)C(=O)NC1=NN2C(S1)=NC(=C2)C2CC(CC2)CO)OC (Racemic)-2'-chloro-N-(6-(3-(hydroxymethyl)cyclopentyl)imidazo[2,1-b][1,3,4]thiadiazol-2-yl)-5'-methoxy-6-methyl-[4,4'-bipyridine]-3-carboxamide